2-Dimethylamino-2-(4-methyl-benzyl)-1-(4-morpholin-4-yl-phenyl)-butan-1-one iron [Fe].CN(C(C(=O)C1=CC=C(C=C1)N1CCOCC1)(CC)CC1=CC=C(C=C1)C)C